COCC1=CC=C(OCC2=CC(=NN2C2=CC=CC=C2)C)C=C1 5-[[4-(methoxymethyl)phenoxy]methyl]-3-methyl-1-phenyl-pyrazole